FC(C=1C=C2N(C(N1)=O)CC=N2)(F)F 7-(trifluoromethyl)-imidazo[1,2-c]Pyrimidin-5-one